C(C)(C)NC1=C(C=NC2=CC=C(C=C12)C=1C=NNC1)C1=NNC(=N1)CCC N-isopropyl-3-(5-propyl-1H-1,2,4-triazol-3-yl)-6-(1H-pyrazol-4-yl)quinolin-4-amine